CCCC[N+]1(CCCC1)C.C(C(F)(F)[P-](C(C(F)(F)F)(F)F)(C(C(F)(F)F)(F)F)(F)(F)F)(F)(F)F 1-butyl-1-methylpyrrolidinium tris(pentafluoroethyl)trifluorophosphate